CN(C(OC(C)(C)C)=O)C1(COCC2=C1OC(C1=C2C=C(S1)C=1C=NN(C1)COCC[Si](C)(C)C)=O)C tert-butyl methyl(4-methyl-6-oxo-8-(1-((2-(trimethylsilyl)ethoxy)methyl)-1H-pyrazol-4-yl)-1,3,4,6-tetrahydropyrano[4,3-b]thieno[3,2-d]pyran-4-yl)carbamate